quinolin-4-yl (4-((3-(p-fluorophenyl seleno) prop-1-en-1-yl) oxy) benzyl) carbonate C(OC1=CC=NC2=CC=CC=C12)(OCC1=CC=C(C=C1)OC=CC[Se]C1=CC=C(C=C1)F)=O